C(C)(C)(C)OC(=O)N1C(=CC2=CC(=CC=C12)Cl)B(O)O 1-(tert-butoxycarbonyl)-5-chloroindol-2-ylboronic acid